6-chloro-[1,1'-biphenyl]-2-amine ClC=1C=CC=C(C1C1=CC=CC=C1)N